2,5-norcamphanebis(methylamine) C12C(CC(C(C1)CN)C2)CN